[2-(4-formylcyclohexyl)pyrazolo[3,4-c]pyridin-5-yl]-6-methyl-pyridine-2-carboxamide C(=O)C1CCC(CC1)N1N=C2C=NC(=CC2=C1)C=1C(=NC(=CC1)C)C(=O)N